C(C)(C)(C)N(C(=O)O[C@H](C)[C@H](C)OC1=C(C=C2C(=N1)SC(=N2)C2=C1N=CC(=NC1=CC(=C2)C)OCC)F)C2=CC(=CC=C2)C2=NN(C(C1=CC=CC=C21)=O)C (2R,3S)-3-((2-(2-ethoxy-7-methylquinoxalin-5-yl)-6-fluorothiazolo[5,4-b]pyridin-5-yl)oxy)butan-2-ol tert-butyl-(3-(3-methyl-4-oxo-3,4-dihydrophthalazin-1-yl)phenyl)carbamate